5-((1-methylpyrrolidin-3-yl)methoxy)-1,3,4-thiadiazole CN1CC(CC1)COC1=NN=CS1